ClC=1C=CC2=C(SC=C2C=O)C1C#N 6-chloro-3-formylbenzo[b]thiophene-7-carbonitrile